6,8-dichloro-2-methylpyrido[2,3-b]pyrazine ClC=1C=C(C=2C(=NC=C(N2)C)N1)Cl